tert-butyl (tert-butoxycarbonyl)(3-chloro-4-iodopyridin-2-yl)carbamate C(C)(C)(C)OC(=O)N(C(OC(C)(C)C)=O)C1=NC=CC(=C1Cl)I